FC1=C(C=CC(=C1)F)C=1C=C(C=NC1)C(=O)NC1=C(C=CC(=C1)C(N[C@@H]1[C@H](CCCC1)O)=O)C 5-(2,4-difluorophenyl)-N-(5-{[(1S,2S)-2-hydroxycyclohexyl]carbamoyl}-2-methylphenyl)pyridine-3-carboxamide